N1=CN=C2N=CNC2=C1[NH2]=O adenine-N-oxide